FC1=C(C(=O)N2CCC(CC2)N2CC(C2)(N2C=C(C=C2)C=2C3=C(N=CN2)NC=C3)CC#N)C=CC=C1F {1-[1-(2,3-difluorobenzoyl)piperidin-4-yl]-3-[3-(7H-pyrrolo[2,3-d]pyrimidin-4-yl)-1H-pyrrol-1-yl]azetidin-3-yl}acetonitrile